C(C=C)(=O)N1CC2(C1)CN(CC2)C2=NC1=CC(=CN=C1C(=C2C#N)C2=C(C(=CC=C2)C)C)C2=C(N=CS2)C 2-(2-acryloyl-2,6-diazaspiro[3.4]octan-6-yl)-4-(2,3-dimethylphenyl)-7-(4-methylthiazol-5-yl)-1,5-naphthyridine-3-carbonitrile